L-Carnitine L-Tartarate C([C@H](O)[C@@H](O)C(=O)O)(=O)O.O[C@@H](C[N+](C)(C)C)CC([O-])=O